OCC(COCCCCCC(=O)OC(CCCCCCCC)CCCCCCCC)OCCCCCC(=O)OC(CCCCCCCC)CCCCCCCC 1-octylnonyl 6-[3-hydroxy-2-[6-(1-octylnonoxy)-6-oxo-hexoxy]propoxy]hexanoate